C(CCCCC(C)C)(=O)[O-].[Sn+4].C(CCCCC(C)C)(=O)[O-].C(CCCCC(C)C)(=O)[O-].C(CCCCC(C)C)(=O)[O-] tin isooctanoate